ClC1=C(C(=CC(=C1)N1N=C(C(NC1=O)=O)C#N)Cl)OS(=O)(=O)C1=CC=CC=C1 2,6-dichloro-4-(6-cyano-3,5-dioxo-4,5-dihydro-1,2,4-triazine-2(3H)-yl)phenylbenzenesulfonate